(1S)-1-methyl-2-(4-methylsulfonyl-piperazin-1-ylethyl)-5-[[2-[6-(2,2,2-trifluoroethyl)quinazolin-4-yl]-2,7-diazaspiro[3.5]nonan-7-yl]methyl]indole-2-carbonitrile CN1C(CC2=CC(=CC=C12)CN1CCC2(CN(C2)C2=NC=NC3=CC=C(C=C23)CC(F)(F)F)CC1)(C#N)CCN1CCN(CC1)S(=O)(=O)C